OC=1C=C(C=CC1O)/C=C/C(=O)NCCCC1=CC=CC=C1 (E)-3-(3,4-dihydroxyphenyl)-N-(3-phenylpropyl)acrylamide